(R)-1-(4-chlorophenyl)-2-fluoroethan-1-amine hydrochloride Cl.ClC1=CC=C(C=C1)[C@H](CF)N